OC1=CC=C(C=C1)C(C=CC1=CC=C(C=C1)OCCC(F)(F)F)=O 1-(4-Hydroxyphenyl)-3-[4-(3,3,3-trifluoropropoxy)phenyl]prop-2-en-1-one